FC1=CC=C(C=C1)[C@@H](C)NC1=NC=C(C=N1)C=1C=CC2=C(N(C(O2)=O)C)C1 (R)-5-(2-((1-(4-fluorophenyl)ethyl)amino)pyrimidin-5-yl)-3-methylbenzo[d]oxazol-2(3H)-one